ClC1=C(C=C)C=CC=C1 2-chlorostyrene